1-[4-(2,3-Dimethylphenyl)piperazin-1-yl]-2-{(3bR,4aR)-3-[(3R,5S)-3,5-dimethylpiperazin-1-carbonyl]-3b,4,4a,5-tetrahydro-1H-cyclopropa[3,4]cyclopenta[1,2-c]pyrazol-1-yl}ethan-1-on CC1=C(C=CC=C1C)N1CCN(CC1)C(CN1N=C(C2=C1C[C@@H]1[C@H]2C1)C(=O)N1C[C@H](N[C@H](C1)C)C)=O